6-[1-(2,2-difluoroethyl)-1H-pyrazolo[3,4-b]pyrazin-6-yl]-2-[5-(trifluoromethyl)pyridine-2-carbonyl]-2,6-diazaspiro[3.4]octane FC(CN1N=CC=2C1=NC(=CN2)N2CC1(CN(C1)C(=O)C1=NC=C(C=C1)C(F)(F)F)CC2)F